FC1(CC(C1)C(NC(=O)C=1C=C2CN(C(C2=CC1)=O)C1C(NC(CC1)=O)=O)C1=CC=C(C=C1)F)F N-[(3,3-difluorocyclobutyl)(4-fluorophenyl)methyl]-2-(2,6-dioxopiperidin-3-yl)-1-oxoisoindoline-5-carboxamide